C(C1=CC=CC=C1)S(=O)(=O)OC1=C(C=C(C=C1)NC(=O)NC1=CC(=C(C=C1)OS(=O)(=O)CC1=CC=CC=C1)C)C N,N'-di-[4-(benzylsulfonyloxy)-3-methyl-phenyl]urea